C1=CC(=NC=C1CC2=CNC3=C2C=C(C=N3)Cl)NCC4=CN=C(C=C4)C(F)(F)F The molecule is a pyrrolopyridine that is 5-chloro-1H-pyrrolo[2,3-b]pyridine which is substituted by a [6-({[6-(trifluoromethyl)pyridin-3-yl]methyl}amino)pyridin-3-yl]methyl group at position 3. It is a potent multi-targeted receptor tyrosine kinase inhibitor of CSF-1R, KIT, and FLT3 (IC50 of 20 nM, 10 nM and 160 nM, respectively). Approved by the FDA for the treatment of adult patients with symptomatic tenosynovial giant cell tumor (TGCT). It has a role as an EC 2.7.10.1 (receptor protein-tyrosine kinase) inhibitor and an antineoplastic agent. It is a pyrrolopyridine, an organochlorine compound, an aminopyridine, an organofluorine compound and a secondary amino compound.